6-(4-fluorophenyl)-2-isopropyl-5-oxo-2,3,4,5-tetrahydropyridazine-4-carboxylic acid ethyl ester C(C)OC(=O)C1CN(N=C(C1=O)C1=CC=C(C=C1)F)C(C)C